CN1N=CC2=CC=C(C(=C12)C1=C(C(=NC=2[C@@H]3[C@H](CCC12)C3)N3[C@H](C1(CN(C1)C(C=C)=O)CC3)CO)C#N)C (6aR,7aS)-4-(1,6-dimethyl-1H-indazol-7-yl)-2-((5R)-5-(hydroxymethyl)-2-(2-propenoyl)-2,6-diazaspiro[3.4]octan-6-yl)-6,6a,7,7a-tetrahydro-5H-cyclopropa[h]quinoline-3-carbonitrile